6-Chloro-3-[[(1R)-1-[2-(3-fluoro-1-methyl-pyrazol-4-yl)-3,6-dimethyl-4-oxo-chromen-8-yl]ethyl]amino]-N'-hydroxy-pyridine-2-carboxamidine ClC1=CC=C(C(=N1)C(=NO)N)N[C@H](C)C=1C=C(C=C2C(C(=C(OC12)C=1C(=NN(C1)C)F)C)=O)C